C(C)(=O)[O-].C[NH+]1[C@@H](CCC1)C=1C=NC=C(C1)C (2S)-1-methyl-2-(5-methylpyridin-3-yl)pyrrolidin-1-ium acetate